methyl (E)-2-(tert-butoxycarbonylamino)-3-cyclopropyl-prop-2-enoate C(C)(C)(C)OC(=O)N\C(\C(=O)OC)=C\C1CC1